O(C1=CC=CC=C1)C1=CC=C(C=C1)C1=CNC2=C(C=C(C(=C12)N1C[C@H](CC1)NC(C=C)=O)F)C(=O)N (S)-3-(4-phenoxyphenyl)-4-(3-acrylamidopyrrolidin-1-yl)-5-fluoroindole-7-carboxamide